6-Cyano-2,3-dihydroxy-7-nitro-quinoxaline C(#N)C=1C=C2N=C(C(=NC2=CC1[N+](=O)[O-])O)O